FC=1C=C2C(=CNC2=C(C1)F)CC(=O)N1CCN(CC1)C1=NC=C(C=C1)O 2-(5,7-Difluoro-1H-indol-3-yl)-1-[4-(5-hydroxy-pyridin-2-yl)-piperazin-1-yl]-ethanone